2-Benzyl-3-fluoro-4-(trifluoromethyl)pyridine C(C1=CC=CC=C1)C1=NC=CC(=C1F)C(F)(F)F